(S)-tert-butyl (3'-(hydroxymethyl)-4'-(3-(5-(trifluoromethyl)pyridin-2-yloxy)pyrrolidin-1-yl)biphenyl-4-yl)methylcarbamate OCC=1C=C(C=CC1N1C[C@H](CC1)OC1=NC=C(C=C1)C(F)(F)F)C1=CC=C(C=C1)CNC(OC(C)(C)C)=O